C(C)C=1C(=NC=C(C1)C#CC1=C(C=CC=C1)NS(=O)(=O)C=1C=CC(=C2C=CC=NC12)OC)C(=O)O 3-Ethyl-5-[2-(5-methoxy-quinoline-8-sulfonylamino)-phenylethynyl]-pyridine-2-carboxylic acid